C1(CC1)C=1C(=C(OC=2N=NC(=CC2C2=NOC[C@H](N2)CC2=C(C=C(C=C2)Cl)Cl)[C@@H](C)F)C=CC1)F |r| (5RS)-3-[3-(3-cyclopropyl-2-fluoro-phenoxy)-6-[(1RS)-1-fluoroethyl]pyridazin-4-yl]-5-[(2,4-dichlorophenyl)methyl]-5,6-dihydro-4H-1,2,4-oxadiazine